NCCN1CCN(CC1)CCC(=O)NC1=C(C(=O)NC=2N=NC(=CC2)OC)C=CC=C1 2-(3-(4-(2-aminoethyl)piperazin-1-yl)propanamido)-N-(6-methoxypyridazin-3-yl)benzamide